COC1=CC=C(CN(S(N(CC2OCCC2)[C@@H](C)C2CC(C2)=O)(=O)=O)CC2=CC=C(C=C2)OC)C=C1 N,N-di(4-methoxybenzyl)-N'-((S)-1-(3-oxocyclobutyl)ethyl)-N'-((tetrahydrofuran-2-yl)methyl)sulfuric diamide